N1=CC=C2N1C=CC(=N2)C=2C=C(O[C@H](CO)C)C=CC2 (2S)-2-(3-{pyrazolo[1,5-a]pyrimidin-5-yl}phenoxy)propan-1-ol